O1C(=CC2=C1C=CC=C2)C=2C=CC=1N(C2)C=CN1 6-(Benzofuran-2-yl)imidazo[1,2-a]pyridine